C[N+]1(CC(CCC1)C)CCC 1,3-dimethyl-1-N-propylpiperidinium